C(C)(C)(C)C1=C(C=CC(=C1)C(C)(C)C)C(C(=O)O)(C)C1=C(C=C(C=C1)C(C)(C)C)C(C)(C)C.OP(O)OP(O)O.OCC(CO)(CO)CO pentaerythritol diphosphite bis(2,4-di-tert-butylphenyl)propionate